((3-(4-((2-(tert-butyl)-1H-imidazol-1-yl)methyl)-3-cyanophenyl)-5-isobutylthiophene-2-yl)sulfonyl)carbamic acid methyl ester COC(NS(=O)(=O)C=1SC(=CC1C1=CC(=C(C=C1)CN1C(=NC=C1)C(C)(C)C)C#N)CC(C)C)=O